2-(2-(3,3-dimethyltetrahydro-2H-pyran-2-yl)-5-methylphenyl)-2-(3-((5-(5,6,7,8-tetrahydro-1,8-naphthyridin-2-yl)pentyl)oxy)azetidin-1-yl)acetic acid CC1(C(OCCC1)C1=C(C=C(C=C1)C)C(C(=O)O)N1CC(C1)OCCCCCC1=NC=2NCCCC2C=C1)C